methyl 2-((4-(6-((4-chloro-2-fluorobenzyl) oxy) pyridin-2-yl) cyclohex-3-en-1-yl) methyl)-3-(((S)-oxetan-2-yl) methyl)-3H-imidazo[4,5-b]pyridine-5-carboxylate ClC1=CC(=C(COC2=CC=CC(=N2)C2=CCC(CC2)CC2=NC=3C(=NC(=CC3)C(=O)OC)N2C[C@H]2OCC2)C=C1)F